CN[C@@H]1COC2=C1C=CC(=C2)C(=O)OC methyl (S)-3-(methylamino)-2,3-dihydrobenzofuran-6-carboxylate